N1=C(C=NC=C1)OCC12CCOC(C1)C2 5-((pyrazin-2-yloxy)methyl)-2-oxabicyclo[3.1.1]heptan